(3aR,5s,6aS)-N-Methyl-2-((2-methyl-6-(trifluoromethyl)pyridin-3-yl)sulfonyl)-N-(2-oxaspiro[3.3]heptan-6-yl)octahydrocyclopenta[c]pyrrol-5-amine CN(C1C[C@@H]2[C@@H](CN(C2)S(=O)(=O)C=2C(=NC(=CC2)C(F)(F)F)C)C1)C1CC2(COC2)C1